FC=1C(=C2C(=NC1C)NN=C2C)C=2C(=NN1C2CO[C@@](C1)(C(F)(F)F)C([2H])([2H])[2H])C1=NC=C(C=C1)F (S)-3-(5-fluoro-3,6-dimethyl-1H-pyrazolo[3,4-b]pyridin-4-yl)-2-(5-fluoropyridin-2-yl)-6-(methyl-d3)-6-(trifluoromethyl)-6,7-dihydro-4H-pyrazolo[5,1-c][1,4]oxazine